NCCNCC(=O)O aminoethyl-glycine